C(C)(C)(C)C1=CC=C(C=C1)C=1OC(=NN1)C1=CC=C(C=C1)N1C=2C=CC(=CC2C(C2=CC(=CC=C12)B1OC(C(O1)(C)C)(C)C)(CCCCCCCC)CCCCCCCC)B1OC(C(O1)(C)C)(C)C 2-(4-(Tert-Butyl)Phenyl)-5-(4-(9,9-Dioctyl-2,7-Di(4,4,5,5-Tetramethyl-1,3,2-Dioxaborolan-2-yl)Acridine-10-yl)Phenyl)-1,3,4-Oxadiazole